C(C)(C)[C@@H]1CC[C@H]([C@]23[C@H]1[C@H]2[C@@](CC3)(O)C)C (3R,3aR,3bR,4S,7R,7aR)-4-Isopropyl-3,7-dimethyloctahydro-1H-cyclopenta[1,3]cyclopropa[1,2]benzen-3-ol